N1=C(C=CC=C1)COC1=CC=C(C=N1)C1=NC=CC=C1 6'-(pyridin-2-ylmethoxy)-2,3'-bipyridine